NC1=C2N=CN(C2=NC=N1)[C@H]1[C@@H]([C@@H]([C@H](O1)CCCC(=O)N(P(O)(O)=O)CCCCCCN)O)O.FC1=CC=C(C=C1)NC(CCC1CCNCC1)=O N-(4-fluorophenyl)-3-(piperidin-4-yl)propionamide ((2R,3S,4R,5R)-5-(6-amino-9H-purin-9-yl)-3,4-dihydroxytetrahydrofuran-2-yl)methyl-(6-aminohexyl)propionylphosphoramidate